BrC1=C(C=C(C(=O)Cl)C=C1)C(F)(F)F 4-bromo-3-(trifluoromethyl)benzoyl chloride